[Au]N=[N+]=[N-] Gold(I) azid